di(2-butoxyethyl) phosphate P(=O)(OCCOCCCC)(OCCOCCCC)[O-]